O=C1NC(CCC1N1C(C2=CC=CC=C2C(=C1)OC1CCC(CC1)C(=O)N)=O)=O 4-((2-(2,6-dioxopiperidin-3-yl)-1-oxoisoquinolin-4-yl)oxy)cyclohexane-1-carboxamide